5-bromo-2,3-dihydro-7-azaindole BrC=1C=C2CCNC2=NC1